1-(2,4-difluorophenyl)cyclopropane-1-amine hydrochloride Cl.FC1=C(C=CC(=C1)F)C1(CC1)N